[Si](C)(C)(C(C)(C)C)OC1=CC(=C(CNC=O)C=C1O[Si](C)(C)C(C)(C)C)I N-(4,5-bis((tert-butyldimethylsilyl)oxy)-2-iodobenzyl)carboxamide